COC(C1=NC=C(C(=C1)N(C)C)Br)=O 5-bromo-4-(dimethylamino)picolinic acid methyl ester